OC(C#CC1=C2C=NNC2=C(C=C1)C(=O)N)(C)C 4-(3-hydroxy-3-methylbutan-1-yn-1-yl)-1H-indazol-7-carboxamide